tert-butyl 2-(hydroxymethyl)-5-(trifluoromethyl)-2,3-dihydro-1H-pyrrolo[2,3-c]pyridine-1-carboxylate OCC1CC=2C(=CN=C(C2)C(F)(F)F)N1C(=O)OC(C)(C)C